2-(methacryloxy)ethyl-trimethyl-ammonium methylsulfate COS(=O)(=O)[O-].C(C(=C)C)(=O)OCC[N+](C)(C)C